5-(2-Aminopyrimidin-4-yl)-N-cyclopentyl-4-methyl-thiazol-2-amine NC1=NC=CC(=N1)C1=C(N=C(S1)NC1CCCC1)C